14S,21S-dihydroxy-4Z,7Z,10Z,12E,16Z,19Z-docosahexaenoic acid C[C@@H](/C=C\C/C=C\C[C@@H](/C=C/C=C\C/C=C\C/C=C\CCC(=O)O)O)O